C(#N)N[S@@](=O)(=NC(NC1=C(C=C(C=C1C(C)C)F)C(C)C)=O)C=1OC(=C(C1)C(C)(C)O)C (S)-N-cyano-N'-((4-fluoro-2,6-diisopropyl-phenyl)carbamoyl)-4-(2-hydroxypropan-2-yl)-5-methylfuran-2-sulfonimidamide